C(CCCCCC)[C@H]1C(C(CC=C1)=O)C1=CC=CC=C1 Heptyl-(R)-3-oxo-2-phenyl-2,3-dihydro-1H-benzol